6-(3-{3-[(6-Methyl-pyridine-2-carbonyl)-amino]-adamantan-1-yl}-ureido)-hexanoic acid ethyl ester C(C)OC(CCCCCNC(=O)NC12CC3(CC(CC(C1)C3)C2)NC(=O)C2=NC(=CC=C2)C)=O